C1(CC1)N(C1=C(C(=NC=N1)NCC1C(CN(CC1)C(C(=O)N)C1CCOCC1)O)F)CC1=CC=C(C=C1)C(F)(F)F 2-(4-(((6-(cyclopropyl(4-(trifluoromethyl)benzyl)amino)-5-fluoropyrimidin-4-yl)amino)methyl)-3-hydroxypiperidin-1-yl)-2-(tetrahydro-2H-pyran-4-yl)acetamide